6-ISOPROPOXY-4-OXO-4H-CHROMENE-3-CARBALDEHYDE C(C)(C)OC=1C=C2C(C(=COC2=CC1)C=O)=O